C(C)(=O)N1CCC(CC1)NC(=O)NC12CC3C4=C(C(CC(C1)(C3)C)C2)C=CC=C4 1-(1-acetylpiperidin-4-yl)-3-(9-methyl-5,6,8,9,10,11-hexahydro-7H-5,9:7,11-dimethanobenzo[9]annulen-7-yl)urea